(5S,6S)-3-(1H-indol-3-yl)-5,6-diphenyl-5,6-dihydropyrazin-2(1H)-one N1C=C(C2=CC=CC=C12)C=1C(N[C@H]([C@@H](N1)C1=CC=CC=C1)C1=CC=CC=C1)=O